methyl-isopropyl-p-methylbenzene CC1=C(C=CC(=C1)C)C(C)C